OC1(COC1)C1=CC=C(C=C1)C(=O)N1CCC(CC1)(C1=CC=C(C=C1)C(F)(F)F)OC1=CC=C(C=C1)C(F)(F)F (4-(3-hydroxyoxetan-3-yl)phenyl)(4-(4-(trifluoromethyl)phenoxy)-4-(4-(trifluoromethyl)phenyl)piperidin-1-yl)methanone